FC(C=1C=CC(=NC1)C1NCCC2=C1C=CS2)(F)F 4-(5-(trifluoromethyl)pyridin-2-yl)-4,5,6,7-tetrahydrothieno[3,2-c]pyridine